NCC1=CC=C(C=C1)N1N(C=CC1=O)C 2-(4-(aminomethyl)phenyl)-1-methyl-1,2-dihydro-3H-pyrazol-3-one